C[Si](C1=C(C=CC=C1)C=C)(Cl)C dimethylchloro(2-vinylphenyl)silane